2-bromo-4-[[3-(3-hydroxy-3-methyl-butyl)-1-methyl-2-oxo-benzoimidazol-5-yl]amino]pyridine-3-carbonitrile BrC1=NC=CC(=C1C#N)NC1=CC2=C(N(C(N2CCC(C)(C)O)=O)C)C=C1